C(C)OC(C(C1=C2N(C=N1)CCC2)N2N=C1C(=C(C=C(C1=C2)Cl)C2=CC=C(C=C2)N2CCOCC2)Br)=O 2-(7-bromo-4-chloro-6-(4-morpholinophenyl)-2H-indazol-2-yl)-2-(6,7-dihydro-5H-pyrrolo[1,2-c]imidazol-1-yl)acetic acid ethyl ester